FC(C1=CC(=NC=C1)C1=C(C(=O)N)C=CC(=C1)C(=O)N)(F)F (4-(trifluoromethyl)pyridin-2-yl)terephthalamide